3-methyl-N-(2-(pyridin-4-yl)-1H-pyrrolo[3,2-c]pyridin-6-yl)butanamide CC(CC(=O)NC1=CC2=C(C=N1)C=C(N2)C2=CC=NC=C2)C